N-[(1S)-1-(4-bromophenyl)-2,2,2-trifluoro-ethyl]-N-methyl-tetrahydrothiopyran-4-carboxamide BrC1=CC=C(C=C1)[C@@H](C(F)(F)F)N(C(=O)C1CCSCC1)C